6-aminohexane-1-Sulfonic Acid NCCCCCCS(=O)(=O)O